1-(3-chloro-2-fluorobenzyl)piperidine-4-carboxylic acid ClC=1C(=C(CN2CCC(CC2)C(=O)O)C=CC1)F